C1(CC1)S(=O)(=O)N1CCC(CC1)NC1=NC=C(C(=N1)C=1C=C2C(=CC=NC2=C(C1)F)C(C)C)F N-(1-(cyclopropylsulfonyl)piperidin-4-yl)-5-fluoro-4-(8-fluoro-4-isopropylquinolin-6-yl)pyrimidin-2-amine